FC(C1=NN2C(N=C(C=C2NCC2(CCN(CC2)C(=O)NC)C2=CC=CC=C2)C(F)(F)F)=C1)(F)F 4-(((2,5-bis(trifluoromethyl)pyrazolo[1,5-a]pyrimidin-7-yl)amino)methyl)-N-methyl-4-phenylpiperidine-1-carboxamide